CO[Si]1(SCC(C1)C)OC 2,2-dimethoxy-4-methyl-1-thia-2-silacyclopentane